FC=1C=C(C(=C(C1)NC(=O)N1C[C@@H]([C@H](C1)CC(C)C)O)C)C=1C2=C(N=CN1)NC(=C2)C2=CC=C(C=C2)C=O (3R,4S)-N-(5-Fluoro-3-(6-(4-formylphenyl)-7H-pyrrolo[2,3-d]pyrimidin-4-yl)-2-methylphenyl)-3-hydroxy-4-isobutylpyrrolidine-1-carboxamide